ClC=1C=C(C=CC1)S(=O)(=O)NC1=CC(=C(C(=C1)O)N1S(NC(C1)=O)(=O)=O)F 3-chloro-N-[4-(1,1-dioxido-4-oxo-1,2,5-thiadiazolidin-2-yl)-3-fluoro-5-hydroxyphenyl]benzenesulfonamide